1,2-Dihydroxybenzol OC1=C(C=CC=C1)O